methyl (4-((1S,4S)-2,5-diazabicyclo[2.2.1]heptan-2-yl)phenyl)carbamate hydrochloride Cl.[C@@H]12N(C[C@@H](NC1)C2)C2=CC=C(C=C2)NC(OC)=O